2-amino-N-(4-(3-(4-hydroxytetrahydro-2H-pyran-4-yl)phenyl)thiazol-2-yl)acetamide NCC(=O)NC=1SC=C(N1)C1=CC(=CC=C1)C1(CCOCC1)O